(-)-menthoxypropane-1,2-diol CC1CCC(C(C1)OCC(CO)O)C(C)C